N-[(1S)-1-(dicyclopropylmethyl)-2-[[5-(3,5-dimethyl-1H-pyrazol-4-yl)-6-fluoro-2-pyridyl]amino]-2-oxo-ethyl]-2-[2-fluoro-1-(fluoromethyl)ethyl]pyrazole-3-carboxamide C1(CC1)C([C@@H](C(=O)NC1=NC(=C(C=C1)C=1C(=NNC1C)C)F)NC(=O)C=1N(N=CC1)C(CF)CF)C1CC1